3-(5-amino-3-(tert-butyl)-1H-pyrazol-1-yl)phenol NC1=CC(=NN1C=1C=C(C=CC1)O)C(C)(C)C